6,7,8,9-tetrahydropyrido[1,2-a]pyrimidin-4-one N1=C2N(C(C=C1)=O)CCCC2